O=S.[Nb] niobium oxysulfide